N1C=C(C2=CC=CC=C12)CC(CCCC)NC(=O)C1=CC2=C(S1)C=C(C=C2)N2CCN(CC2)C2=CC=CC=C2 N-(1-(1H-indol-3-yl)hexane-2-yl)-6-(4-phenylpiperazin-1-yl)benzo[b]thiophene-2-carboxamide